Cl.OCC1NCCC1 2-(hydroxymethyl)pyrrolidine hydrochloride